The molecule is a 3-hydroxypentanoic acid in which the chiral centre at position 3 has R-configuration. It is a conjugate acid of a (R)-3-hydroxypentanoate. It is an enantiomer of a (S)-3-hydroxypentanoic acid. CC[C@H](CC(=O)O)O